Butyl 4-hydroxy-4-(4-oxobutyl)piperidine-1-carboxylate OC1(CCN(CC1)C(=O)OCCCC)CCCC=O